1-amino-4-(4-((4-chloropyridin-2-yl)carbamoyl)phenyl)-5-(ethoxycarbonyl)-1H-imidazol-2-ylpiperidine-1-carboxylate NN1C(=NC(=C1C(=O)OCC)C1=CC=C(C=C1)C(NC1=NC=CC(=C1)Cl)=O)OC(=O)N1CCCCC1